Potassium Folate C(CC[C@@H](C(=O)O)NC(=O)C1=CC=C(NCC2=CN=C3N=C(N)NC(=O)C3=N2)C=C1)(=O)[O-].[K+]